FC=1C=C(C#N)C=C(C1)OC=1C2=C(N=CN1)C(C(C2)(C)C)O 3-fluoro-5-((7-hydroxy-6,6-dimethyl-6,7-dihydro-5H-cyclopenta[d]pyrimidin-4-yl)oxy)benzonitrile